3-(3,5-di-tert-butyl-4-hydroxyphenyl)propionyloxy-n-octadecane carboxyglutamate N[C@@H](CC(C(=O)O)C(=O)O)C(=O)O.C(C)(C)(C)C=1C=C(C=C(C1O)C(C)(C)C)CCC(=O)OCCCCCCCCCCCCCCCCCC